1-cyclopropyl-4-((6-(2-(ethoxymethoxy)-6-methyl-4-(trifluoromethyl)phenyl)-3-(2-hydroxypropan-2-yl)-2H-pyrazolo[3,4-b]pyridin-2-yl)methyl)pyrrolidin-2-one C1(CC1)N1C(CC(C1)CN1N=C2N=C(C=CC2=C1C(C)(C)O)C1=C(C=C(C=C1C)C(F)(F)F)OCOCC)=O